2-(6,7-Dimethoxy-3,4-dihydroisoquinolin-2(1H)-yl)-6-(3-methoxyphenyl)pyrimidin-4-amine COC=1C=C2CCN(CC2=CC1OC)C1=NC(=CC(=N1)N)C1=CC(=CC=C1)OC